5-(dimethylamino)-2-fluorobenzoic acid CN(C=1C=CC(=C(C(=O)O)C1)F)C